(R)-N-((R)-1'-(3-acetyl-6-aminopyrazin-2-yl)-3H-spiro[benzofuran-2,4'-Piperidin]-3-yl)-2-methylpropane-2-sulfinamide C(C)(=O)C=1C(=NC(=CN1)N)N1CCC2(CC1)OC1=C([C@H]2N[S@](=O)C(C)(C)C)C=CC=C1